C1(CC1)NC=1C2=C(N(C(N1)=O)C1=C(C=CC=C1)C#C)N=C(C=C2)C(F)(F)F 4-(cyclopropylamino)-1-(2-ethynylphenyl)-7-(trifluoromethyl)pyrido[2,3-d]pyrimidin-2(1H)-one